1-(3-(difluoromethoxy)phenyl)-3,3-dimethyl-N-((3S,4R)-4-methyl-1,1-dioxidotetrahydrothiophen-3-yl)-2-oxoindoline-5-carboxamide FC(OC=1C=C(C=CC1)N1C(C(C2=CC(=CC=C12)C(=O)N[C@@H]1CS(C[C@@H]1C)(=O)=O)(C)C)=O)F